N-(2,4,6-trimethylphenyl)ethan-1-imine CC1=C(C(=CC(=C1)C)C)N=CC